C(C)(C)(C)NC([C@@H](CO)N(C=1C2=C(N=C(N1)C1=NC=CC=C1)CCC2)C)=O (2R)-N-tert-butyl-3-hydroxy-2-{methyl[2-(pyridin-2-yl)-5H,6H,7H-cyclopenta[d]pyrimidin-4-yl]amino}propanamide